ClC1=C(C=CC=C1Cl)N1N=C2N=C(N=C(C2=C1)NCC1=C(C=C(C=C1)OC)OC)SC 2-(2,3-dichlorophenyl)-N-(2,4-dimethoxybenzyl)-6-(methylthio)-2H-pyrazolo[3,4-d]pyrimidin-4-amine